(R)-5-(methoxycarbonyl)-2,6-dimethyl-4-(3-nitrophenyl)-1,4-dihydropyridine-3-carboxylate COC(=O)C=1[C@@H](C(=C(NC1C)C)C(=O)[O-])C1=CC(=CC=C1)[N+](=O)[O-]